BrC=1C=C2C=CC(=CC2=CC1)OCCCO 3-[(6-bromo-2-naphthyl)oxy]-propan-1-ol